allyl 2-oxopropanoate O=C(C(=O)OCC=C)C